FC(S(=O)(=O)OC1=NC(=NC=2CC3(CCC4=CC=CC=C34)CCC12)SC)(F)F (2-methylsulfanylspiro[6,8-dihydro-5H-quinazoline-7,1'-indane]-4-yl) trifluoromethanesulfonate